3-[(9Z,12Z)-octadec-2-yl-oxy]propan-2-amine CC(CCCCCCCCCCCCCCCC)OCC(C)N